FC1=CC=C2CCOCC2=C1 7-fluoroisochromane